C1(CC1)C1=CC(=CC(=N1)C=1OC2=C(N1)C=C(C=C2F)C2(CC2)C(=O)O)C2=C(C=C(C=C2)F)C2=NN=CN2C 1-(2-{6-Cyclopropyl-4-[4-fluoro-2-(4-methyl-1,2,4-triazol-3-yl)phenyl]pyridin-2-yl}-7-fluoro-1,3-benzoxazol-5-yl)cyclopropane-1-carboxylic acid